IC1=C(C=CC(=C1)N)N 2-iodo-p-phenylenediamine